2-(2-methoxy-4-methoxyphenyl)formyloxy-1,3-propanediol COC1=C(C=CC(=C1)OC)C(=O)OC(CO)CO